5-bromo-1-isopropyl-3-methyl-N-((1-methyl-1H-pyrazol-4-yl)methyl)-1H-pyrazolo[4,3-b]Pyridine-7-amine BrC1=CC(=C2C(=N1)C(=NN2C(C)C)C)NCC=2C=NN(C2)C